3,4,5,6-tetrachloropyridine-2-carbonitrile ClC=1C(=NC(=C(C1Cl)Cl)Cl)C#N